C(C)NC(CCC\C=C/C[C@@H]1[C@H]([C@@H](C[C@@H]1O)O)/C=C/[C@H](CCC1=CC=CC=C1)OC(CCCCCO[N+](=O)[O-])=O)=O 6-(nitroxy)-hexanoic acid (1S,2E)-3-[(1R,2R,3S,5R)-2-[(2Z)-7-(ethylamino)-7-oxo-2-hepten-1-yl]-3,5-dihydroxycyclopentyl]-1-(2-phenylethyl)-2-propen-1-yl ester